(S)-2-(2-chloro-6-fluorobenzamido)-3-(4-(5'-fluoro-2'-oxospiro[cyclopropane-1,3'-indoline]-1'-yl)phenyl)propanoic acid methyl ester COC([C@H](CC1=CC=C(C=C1)N1C(C2(C3=CC(=CC=C13)F)CC2)=O)NC(C2=C(C=CC=C2F)Cl)=O)=O